di-sec-butyloxymagnesium C(C)(CC)O[Mg]OC(C)CC